ClC1=C2C(=NC=C1)N(C=C2[C@H](C)NC2=C1N=CNC1=NC(=N2)N)C=2C=NC=CC2 (S)-N6-(1-(4-chloro-1-(pyridin-3-yl)-1H-pyrrolo[2,3-b]pyridin-3-yl)ethyl)-9H-purine-2,6-diamine